COC=1C=C(CN(C(C)=O)C=2C(=NN(C2)C2OCCCC2)C(=O)OCC)C=CC1OC ethyl 4-(N-(3,4-dimethoxybenzyl)acetamido)-1-(tetrahydro-2H-pyran-2-yl)-1H-pyrazole-3-carboxylate